(3S)-1-[2-(3-chlorophenyl)ethyl]-3-({4-[(1S)-1-methanesulfonylethyl]phenoxy}methyl)piperazine ClC=1C=C(C=CC1)CCN1C[C@H](NCC1)COC1=CC=C(C=C1)[C@H](C)S(=O)(=O)C